Cl.Cl.CC=1C(=NC=C(C1)C)N1C[C@H](NCC1)C (R)-1-(3,5-dimethylpyridin-2-yl)-3-methylpiperazine dihydrochloride